6-Chloro-4-((2-methoxy-3-(pyrimidin-2-yl)phenyl)amino)-N-(methyl-d3)nicotinamide ClC1=NC=C(C(=O)NC([2H])([2H])[2H])C(=C1)NC1=C(C(=CC=C1)C1=NC=CC=N1)OC